FC(C(=O)O)(F)F.ClC1=CC=C(C[C@H]2CO[C@H](CN2C2CCNCC2)CO)C=C1 ((2R,5S)-5-(4-chlorobenzyl)-4-(piperidin-4-yl)morpholin-2-yl)methanol 2,2,2-trifluoroacetate